N[C@@H](CC1=CC(I)=C(C(I)=C1)OC1=CC(I)=C(C(I)=C1)O)C(=O)Cl L-thyroxine, chloride